tert-Butyl (3aR,5r,6aS)-5-(2-hydroxyethyl)hexahydrocyclopenta[c]pyrrole-2(1H)-carboxylate OCCC1C[C@@H]2[C@@H](CN(C2)C(=O)OC(C)(C)C)C1